CC=1C=CC=2NC3=CC=C(C=C3SC2C1)C 3,7-dimethylphenothiazine